acetic acid 3-(benzylthio)-2,5-dichlorobenzyl ester C(C1=CC=CC=C1)SC=1C(=C(COC(C)=O)C=C(C1)Cl)Cl